N-(2-pentanoyloxyethyl)methacrylamide C(CCCC)(=O)OCCNC(C(=C)C)=O